5-(6-(4-(2,6-Difluorobenzyl)piperazin-1-yl)pyridin-3-yl)-7-(1-methyl-1H-pyrazol-4-yl)quinazoline FC1=C(CN2CCN(CC2)C2=CC=C(C=N2)C2=C3C=NC=NC3=CC(=C2)C=2C=NN(C2)C)C(=CC=C1)F